ClC1=CC=2C=3C=CC(=CC3N(C(N(C2N=C1)CC)=O)C1=C(C=C(C=C1F)NCCNC)F)Cl 4,13-dichloro-10-(2,6-difluoro-4-{[2-(methylamino)ethyl]amino}phenyl)-8-ethyl-6,8,10-triazatricyclo[9.4.0.02,7]pentadeca-1(11),2(7),3,5,12,14-hexaen-9-one